(S)-3-(1-(8-amino-1-methylimidazo[1,5-a]pyrazin-3-yl)ethyl)-5-chloro-N-(cyclopropylmethyl)-6-fluoro-2-isopropoxybenzamide NC=1C=2N(C=CN1)C(=NC2C)[C@@H](C)C=2C(=C(C(=O)NCC1CC1)C(=C(C2)Cl)F)OC(C)C